CC1=C(OC2=CC(=NC=C2)N)C=CC(=C1)[N+](=O)[O-] 4-(2-methyl-4-nitrophenoxy)pyridin-2-amine